6-(3-(4-fluorophenyl)-1-(3-((triisopropylsilyl)oxy)propyl)-1H-pyrazol-4-yl)-8-(4-(4-methylpiperazin-1-yl)phenyl)-9H-purine FC1=CC=C(C=C1)C1=NN(C=C1C1=C2N=C(NC2=NC=N1)C1=CC=C(C=C1)N1CCN(CC1)C)CCCO[Si](C(C)C)(C(C)C)C(C)C